nitrilotriacetyl chloride N(CC(=O)Cl)(CC(=O)Cl)CC(=O)Cl